[Nb].[Mo].[Nb].[Al].[Nb].[Mo] molybdenum-niobium-aluminum-niobium-molybdenum-niobium